(S)-8-(2-amino-6-((R)-2,2,2-trifluoro-1-(4-(quinazolin-6-yl)phenyl)ethoxy)pyrimidin-4-yl)-2,8-diazaspiro[4.5]decane-3-carboxylic acid NC1=NC(=CC(=N1)N1CCC2(C[C@H](NC2)C(=O)O)CC1)O[C@@H](C(F)(F)F)C1=CC=C(C=C1)C=1C=C2C=NC=NC2=CC1